FC(C)(F)OC 1,1-Difluoroethylmethyl ether